3-Chloro-2-(3-(2-(1-(2-((3-(methyl sulfonyl)pyrazin-2-yl)oxy)acetyl)piperidin-4-yl)thiazol-4-yl)-4,5-dihydroisoxazol-5-yl)phenylmethansulfonat ClC=1C(=C(C=CC1)CS(=O)(=O)[O-])C1CC(=NO1)C=1N=C(SC1)C1CCN(CC1)C(COC1=NC=CN=C1S(=O)(=O)C)=O